CC1=CC2=C(N=C(N=C2)S(=O)(=O)C)N(C1=O)C1C2(CC2)CCC1 6-Methyl-2-(methylsulfonyl)-8-(spiro[2.4]heptan-4-yl)pyrido[2,3-d]pyrimidin-7(8H)-one